4-methyl-7-((4-(3-oxo-2,3-dihydro-1H-pyrrolo[3,4-c]pyridin-6-yl)piperazin-1-yl)methyl)-3-(trifluoromethyl)-1,5-naphthyridin-2(1H)-one CC1=C(C(NC2=CC(=CN=C12)CN1CCN(CC1)C1=CC2=C(C=N1)C(NC2)=O)=O)C(F)(F)F